FS(C1=CC=C(C=C1)CNC(OC(C)(C)C)=O)(F)(F)(F)F tert-butyl N-[[4-(pentafluoro-sulfanyl)phenyl]methyl]carbamate